4-(6H-pyrrolo[2,3-e][1,2,4]triazolo[4,3-a]pyrazin-1-yl)cyclopentanamine C1(=NN=C2N1C1=C(N=C2)NC=C1)C1CCC(C1)N